(3-(2-(2-Aminoethoxy)ethoxy)propionylamino)-N-(6-cyanopyridazin-3-yl)benzamide NCCOCCOCCC(=O)NC1=C(C(=O)NC=2N=NC(=CC2)C#N)C=CC=C1